(2s,5r)-6-benzyloxy-7-oxo-1,6-diazabicyclo[3.2.1]octane-2-carboxylic acid C(C1=CC=CC=C1)ON1[C@@H]2CC[C@H](N(C1=O)C2)C(=O)O